3-sulfamoyl-4-[2-(trifluoromethyl)pyrimidin-5-yl]Phenyl-acetamide S(N)(=O)(=O)C=1C=C(C=CC1C=1C=NC(=NC1)C(F)(F)F)CC(=O)N